C(#C)C1=C2C(=CC(=CC2=CC=C1F)O)C1=C(C=2N=C(N=C(C2C=N1)C=1N=CN(C1)CCOC)OC[C@]12CCCN2C[C@@H](C1)F)F 5-ethynyl-6-fluoro-4-(8-fluoro-2-{[(2R,7aS)-2-fluorotetrahydro-1H-pyrrolizin-7a(5H)-yl]methoxy}-4-[1-(2-methoxyethyl)-1H-imidazol-4-yl]pyrido[4,3-d]pyrimidin-7-yl)naphthalen-2-ol